ClC=1C=CC=NC1N1N=CC=N1 5-chloro-6-(2H-1,2,3-triazol-2-yl)pyridin